N-(2-amino-5-methoxyphenyl)-N-cyclopropylmethanesulfonamide NC1=C(C=C(C=C1)OC)N(S(=O)(=O)C)C1CC1